3-(2-Fluoro-4-(trifluoromethyl)phenyl)-4,6-dihydropyrrolo[3,4-c]pyrazole-5(1H)-carbonitrile FC1=C(C=CC(=C1)C(F)(F)F)C=1C2=C(NN1)CN(C2)C#N